4-chloro-2-methylbenzoic acid ClC1=CC(=C(C(=O)O)C=C1)C